[Fe].[Ga] gallium-iron